3-(1-methyl-1H-pyrazol-4-yl)-1H-indol-6-amine CN1N=CC(=C1)C1=CNC2=CC(=CC=C12)N